7β-hydroxy-22-cholene O[C@@H]1[C@H]2[C@@H]3CC[C@H]([C@@H](C=CC)C)[C@]3(CC[C@@H]2[C@]2(CCCCC2C1)C)C